ethyl 5-bromo-7-formyl-6-hydroxy-2,3-dihydro-1-benzofuran-2-carboxylate BrC=1C(=C(C2=C(CC(O2)C(=O)OCC)C1)C=O)O